ClC1=CC(=C(C=C1Cl)[C@@H](C1CCN(CC1)C([C@@H](CO)O)=O)NC)O (2R)-1-[4-[(R)-(4,5-dichloro-2-hydroxyphenyl)(methylamino)methyl]piperidin-1-yl]-2,3-dihydroxypropan-1-one